FC1=C(C(=O)O)C=CC(=N1)N1CCOCC1 2-fluoro-6-morpholinonicotinic acid